3,3-difluoro-1-methyl-5-nitro-2-oxoindoline-6-carboxylic acid methyl ester COC(=O)C1=C(C=C2C(C(N(C2=C1)C)=O)(F)F)[N+](=O)[O-]